ClC1=NC=C2C=C(C(N(C2=C1)CCCN1CCN(CC1)C)=O)C1=C(C(=CC(=C1Cl)OC)OC)Cl 7-chloro-3-(2,6-dichloro-3,5-dimethoxyphenyl)-1-(3-(4-methylpiperazin-1-yl)propyl)-1,6-naphthyridin-2(1H)-one